OC(CNC1(CCC1)C)C1=CC(=C2CNC(C2=C1)=O)C(F)(F)F 6-[1-Hydroxy-2-[(1-methylcyclobutyl)amino]ethyl]-4-(trifluoromethyl)isoindolin-1-one